Hydroxystearyl Ether Succinate C(CCC(=O)O)(=O)O.OCCCCCCCCCCCCCCCCCCOCCCCCCCCCCCCCCCCCCO